6-(Azetidin-1-yl)-N-[2-(ethanesulfonyl)benzene-1-sulfonyl]-4-fluoro-1-benzofuran-2-carboxamide N1(CCC1)C1=CC2=C(C=C(O2)C(=O)NS(=O)(=O)C2=C(C=CC=C2)S(=O)(=O)CC)C(=C1)F